N[C@H]1C[C@@](CCC1)(O)C (1r,3r)-3-amino-1-methylcyclohexanol